3-chloro-5-methyl-1H-pyrazol-4-amine ClC1=NNC(=C1N)C